C1(=CC=CC=C1)N(C(C1=CC=C(C=C1)Cl)=O)C1=CC=CC=C1 N,N-diphenyl-4-chlorobenzamide